C(CC(C)CCC=C(C)C)OC(CC)=O citronellyl-propionate